(R)-8-(4-chloro-2-fluorophenyl)-2,3-dimethyl-6-(5-(1-methyl-1H-pyrazol-4-yl)-4-oxa-7-azaspiro[2.5]oct-7-yl)pyrido[3,4-d]pyrimidin-4(3H)-one ClC1=CC(=C(C=C1)C1=NC(=CC2=C1N=C(N(C2=O)C)C)N2C[C@H](OC1(CC1)C2)C=2C=NN(C2)C)F